CNC1=CC(=CC=C1)C(F)(F)F N-methyl-m-trifluoromethylaniline